C(C)(C)(C)C1=CC=C(S1)C(=O)NCC1=NC(=NO1)C=1N(C2=CC=CC(=C2C1)N[C@H]1[C@H](CN(CC1)C)F)CC(F)(F)F 5-tert-butyl-N-{[3-(4-{[(3S,4R)-3-fluoro-1-methylpiperidin-4-yl]amino}-1-(2,2,2-trifluoroethyl)-1H-indol-2-yl)-1,2,4-oxadiazol-5-yl]methyl}thiophene-2-carboxamide